5-propylthio-3,3'-octamethylenebis(1H-1,2,4-triazole) C(CC)SC(CCCCC1=NNC=N1)CCCC1=NNC=N1